C(C)(C)(C)OCC(=O)C1=C(C=C(C=C1)C1=NOC(=N1)C(F)(F)F)F 2-(tert-butoxy)-1-(2-fluoro-4-(5-(trifluoromethyl)-1,2,4-oxadiazol-3-yl)phenyl)ethan-1-one